6-bromo-2-[(2-morpholin-4-yl)ethyl]-2,3-dihydro-1H-isoindol-1-one BrC1=CC=C2CN(C(C2=C1)=O)CCN1CCOCC1